FC(C(C(=O)N1C2C3=C(CC(C1)C2)C(=CN=C3)C#N)(C)C)F 8-(3,3-difluoro-2,2-dimethylpropanoyl)-6,7,8,9-tetrahydro-5H-6,9-methanopyrido[3,4-c]azepine-4-carbonitrile